3-(3-(4-(hydroxymethyl)thiazol-2-yl)-1,2,4-oxadiazol-5-yl)-2,2-dimethylpropionic acid methyl ester COC(C(CC1=NC(=NO1)C=1SC=C(N1)CO)(C)C)=O